3-bromo-9-ethyl-6,6-dimethyl-8-(1-methylpiperidin-4-yl)-5,6-dihydro-11H-benzo[b]carbazol-11-one BrC1=CC=C2C=3C(C4=C(C(C3NC2=C1)(C)C)C=C(C(=C4)CC)C4CCN(CC4)C)=O